ClC=1C=C(C(=O)NCC2=C3C=NNC3=CC=C2C2CC2)C=C(C1F)F 3-chloro-N-((5-cyclopropyl-1H-indazol-4-yl)methyl)-4,5-difluorobenzamide